C1(=CC=CC=C1)C1=CC2=C(C(=N1)NC(=O)NS(=O)(=O)C=1C=NN3C1OCCC3)CCC2 N-((3-phenyl-6,7-dihydro-5H-cyclopenta[c]pyridin-1-yl)carbamoyl)-6,7-dihydro-5H-pyrazolo[5,1-b][1,3]oxazine-3-sulfonamide